4-(5-{[(5-Chlorothiophen-2-yl)methyl]amino}-1-(dimethylcarbamoyl)-1H-pyrazol-3-yl)-N,N-dimethylpiperidin-1-carboxamid ClC1=CC=C(S1)CNC1=CC(=NN1C(N(C)C)=O)C1CCN(CC1)C(=O)N(C)C